FC1=CC=C(C=C1)N1N=CC2=CC(=C(C=C12)C)N1CC(CC1)S(=O)(=O)NC=1C=NN(C1)CCC 1-(1-(4-fluorophenyl)-6-methyl-1H-indazol-5-yl)-N-(1-propyl-1H-pyrazol-4-yl)pyrrolidine-3-sulfonamide